FC(C(C)NC(OC(C)(C)C)=O)CO (E)-tert-butyl 3-fluoro-4-hydroxybut-2-ylcarbamate